BrC1=C(C2=C(S(CC2)(=O)=O)C=C1)F 5-bromo-4-fluoro-2,3-dihydro-1λ6-benzo[b]thiophene-1,1-dione